FC(COC(OCC(F)(F)F)OCC(F)(F)F)(F)F tris(2,2,2-trifluoroethyl)orthoformate